ClC1=CC=C(C=C1)C1=NN(C=C1C=O)CC 3-(4-chlorophenyl)-1-ethyl-1H-pyrazole-4-carbaldehyde